N-(3-hydroxypropyl)-4-((4-(3-phenylisoxazolidin-2-yl)-5-(trifluoromethyl)pyrimidine-2-yl)amino)benzamide OCCCNC(C1=CC=C(C=C1)NC1=NC=C(C(=N1)N1OCCC1C1=CC=CC=C1)C(F)(F)F)=O